ClC(C(O)=N)(Cl)Cl.N1CCC1 azetidine trichloro-acetimidate